OC(CCCC(=O)OCCCCCC)C hexyl 5-hydroxyhexanoate